tert-butyl 3-[(5-bromo-3-methylpyrazin-2-yl)amino]pyrrolidine-1-carboxylate BrC=1N=C(C(=NC1)NC1CN(CC1)C(=O)OC(C)(C)C)C